NC=1C2=C(N=CN1)N(C=C2Br)[C@H]2[C@@H]([C@@H]([C@H](O2)\C=C\CCCNCC21CC(C2)(C1)F)O)F (2R,3R,4R,5R)-5-{4-amino-5-bromo-7H-pyrrolo[2,3-d]pyrimidin-7-yl}-4-fluoro-2-[(1E)-5-[({3-fluorobicyclo[1.1.1]pentan-1-yl}methyl)amino]pent-1-en-1-yl]oxolan-3-ol